3-(2-chlorophenyl)-3-oxo-propionitrile ClC1=C(C=CC=C1)C(CC#N)=O